CC=1C=C(C=C(C1OCC1(COC1)CC)C)C1=CC(=C(C(=C1)C)OCC1(COC1)CC)C 3,3',5,5'-tetramethyl-4,4'-bis[(3-ethyloxetan-3-yl)methoxy]biphenyl